C(CCCCCCCCCCCCCCC)(=O)O[C@@H](CSC[C@H](N)C(=O)NCCCNCCCCNCCCN)COC(CCCCCCCCCCCCCCC)=O |&1:18| S-(2,3-bis(palmitoyloxy)-(2RS)-propyl)-(R)-cysteinyl-spermine